4-chloro-N-((1S,2R,3S,4R)-3-((4-fluoro-3-(trifluoromethyl)phenyl)carbamoyl)bicyclo[2.2.1]heptan-2-yl)-6-methoxypyrimidine-5-carboxamide ClC1=NC=NC(=C1C(=O)N[C@@H]1[C@H]2CC[C@@H]([C@@H]1C(NC1=CC(=C(C=C1)F)C(F)(F)F)=O)C2)OC